C(C=C)NC(=O)C=1NC2=CC=CC=C2C1 indole-2-carboxic ACID ALLYLAMIDE